(3-bromo-4-nitrophenyl)-4-methylpiperazine BrC=1C=C(C=CC1[N+](=O)[O-])N1CCN(CC1)C